tert-butyl 4-[4-[[(1R)-1-[3-(difluoromethyl)-2-fluoro-phenyl]ethyl]amino]-2-methyl-7-oxo-pyrido[4,3-d]pyrimidin-6-yl]piperazine-1-carboxylate FC(C=1C(=C(C=CC1)[C@@H](C)NC=1C=2C(N=C(N1)C)=CC(N(C2)N2CCN(CC2)C(=O)OC(C)(C)C)=O)F)F